CC1=C(OC=2CCC3=CN(N=C3C21)CCNC(OC(C)(C)C)=O)C(NC[C@H]2OCCC2)=O tert-Butyl [2-(8-methyl-7-{[(2S)-tetrahydrofuran-2-ylmethyl]carbamoyl}-4,5-dihydro-2H-furo[2,3-g]indazol-2-yl)ethyl]carbamat